N1=CC(=CC=C1)CN1C(NC(C2=CC3=C(C=C12)CCN3)=O)C N-(pyridin-3-ylmethyl)-2-methyl-7,8-dihydro-3H-pyrrolo[2,3-g]quinazolin-4(6H)-one